BrC=1C=C(C(=NC1)NC(=O)C1(CN(C1)C(CC(C(=O)O)(C)C)=O)C1=C(C=CC=C1)C(C)C)OC 4-(3-((5-bromo-3-methoxypyridin-2-yl)carbamoyl)-3-(2-isopropylphenyl)azetidin-1-yl)-2,2-dimethyl-4-oxobutanoic acid